C[C@H](CCCC(C)C(=O)O)[C@H]1CC[C@@H]2[C@@]1(CC[C@H]3[C@H]2CC=C4[C@@]3(CC[C@@H](C4)O)C)C The molecule is a steroid acid resulting from the oxidation of one of the terminal methyl groups of cholesterol to the corresponding aldehyde. It has a role as a bacterial metabolite. It is a steroid acid, a monocarboxylic acid, a 3beta-sterol, a cholestanoid and a 3beta-hydroxy-Delta(5)-steroid. It derives from a cholesterol. It is a conjugate acid of a 3beta-hydroxycholest-5-en-26-oate.